BrCCSCCO 2-(2-bromoethylthio)-ethanol